CC1=C(C=C2C(=C1OC)CNC2=O)O The molecule is a member of the class of isoindoles that is 6-hydroxy-4-methoxy-5-methyl-2,3-dihydro-1H-isoindol-1-one which is substituted at position 4, 5, and 6 by methoxy, methyl, and hydroxy groups, respectively. A secondary metabolite found in Aspergillus silvativus, Aspergillus nidulans and Alternaria cichorii, it is poisonous to Russian knapweed (Acroptilon repens). It has a role as a mycotoxin. It is a member of isoindoles and a member of phenols.